2-fluoro-5-(5-fluoropyridin-2-yl)aniline FC1=C(N)C=C(C=C1)C1=NC=C(C=C1)F